trans-3-((4-(1-Cyclohexyl-4-(4-fluorophenyl)-1H-imidazol-5-yl)pyrimidin-2-yl)amino)cyclobutan-1-ol C1(CCCCC1)N1C=NC(=C1C1=NC(=NC=C1)N[C@@H]1C[C@H](C1)O)C1=CC=C(C=C1)F